C(#N)[C@H](CC1=CC=C(C=C1)C1=CC=C(C=C1)F)NC(=O)[C@H]1OCCCNC1 (2S)-N-[(1S)-1-Cyano-2-(4'-fluorobiphenyl-4-yl)ethyl]-1,4-oxazepane-2-carboxamide